Cl.NC1C(N(C(CC1)=O)C)=O 3-amino-1-methylpiperidine-2,6-dione hydrochloride